(R)-((1-(2-Chloro-5-methylpyrimidine-4-carbonyl)-5,5-difluoropiperidin-2-yl)methyl)carbamate ClC1=NC=C(C(=N1)C(=O)N1[C@H](CCC(C1)(F)F)CNC([O-])=O)C